C(C1=CC=CC=C1)OC(=O)N1CCC=2C=C(C(=NC2C1)OC[C@H]1N(CCC1)C)N1C[C@@H](N(CC1)C(=O)OC(C)(C)C)CC#N ((S)-4-(tert-butyloxycarbonyl)-3-(cyanomethyl)piperazin-1-yl)-2-(((S)-1-methylpyrrolidin-2-yl)methoxy)-5,8-dihydro-1,7-naphthyridine-7(6H)-carboxylic acid benzyl ester